COC1=CC=C(C=C1)C1=CC(=NN1)NC1=C(C=C(C=C1)NC(OC)=O)C methyl (4-((5-(4-methoxyphenyl)-1H-pyrazol-3-yl)amino)-3-methylphenyl)carbamat